1-[2-chloro-4-[[3-fluoro-4-[1-methyl-4-(trifluoromethyl)imidazol-2-yl]phenyl]methoxy]pyrimidin-5-yl]ethanol ClC1=NC=C(C(=N1)OCC1=CC(=C(C=C1)C=1N(C=C(N1)C(F)(F)F)C)F)C(C)O